(11R)-11-(methoxymethyl)-7,14-dioxa-10,19,20-triazatetracyclo[13.5.2.12,6.018,21]tricosa-1(20),2(23),3,5,15,17,21-heptaene COC[C@@H]1NCCOC2=CC=CC(C3=NNC4=CC=C(OCC1)C=C34)=C2